BrC=1C=2N(C=C(C1)C1CC1)C=C(N2)COC2=CC(=NC(=C2)C)Cl 8-bromo-2-(((2-chloro-6-methylpyridin-4-yl)oxy)methyl)-6-cyclopropylimidazo[1,2-a]pyridine